4-bromo-1-iodo-2-[(propan-2-yl)oxy]benzene BrC1=CC(=C(C=C1)I)OC(C)C